The molecule is a hydrate that is the dihydrate form of EDTA disodium salt. It has a role as a chelator and an anticoagulant. It contains an EDTA disodium salt (anhydrous). C(C[NH+](CC(=O)[O-])CC(=O)[O-])[NH+](CC(=O)[O-])CC(=O)[O-].O.O.[Na+].[Na+]